N-(5-Methylpyridin-2-yl)-7-(4-methylpyridin-3-yl)imidazo[1,5-a]pyridine-5-carboxamide CC=1C=CC(=NC1)NC(=O)C1=CC(=CC=2N1C=NC2)C=2C=NC=CC2C